C(C)(C)(C)CC(CC(=O)[O-])=O.C(C)(C)(C)CC(CC(=O)[O-])=O.[Cu+2] copper bis(t-butylacetoacetate)